6-((1S,2R)-2-((2-(2,6-dioxopiperidin-3-yl)-1-oxoisoindolin-5-yl)methyl)cyclohexyl)-2,6-diazaspiro[3.3]heptane-2-carboxylic acid tert-butyl ester C(C)(C)(C)OC(=O)N1CC2(C1)CN(C2)[C@@H]2[C@H](CCCC2)CC=2C=C1CN(C(C1=CC2)=O)C2C(NC(CC2)=O)=O